FC=1C=NN(C1COC1=CN2C(=C(C=C2C=C1)C)C(=O)NC1(C(NCC1)=O)CO)C 6-[(4-fluoro-1-methyl-1H-pyrazol-5-yl)methoxy]-N-[3-(hydroxymethyl)-2-oxopyrrolidin-3-yl]-2-methylindolizine-3-carboxamide